O[C@H]1CC[C@H]2[C@@H]3CC=C4C=5SC(=NC5CC[C@@]4([C@H]3CC[C@]12C)C)NC(C)=O N-[(1S,2R,13R,14S,17S,18S)-17-hydroxy-2,18-dimethyl-8-thia-6-azapentacyclo[11.7.0.02,10.05,9.014,18]icosa-5(9),6,10-trien-7-yl]acetamide